bis(2,6-diethyl-4-aminophenoxy)methane C(C)C1=C(OCOC2=C(C=C(C=C2CC)N)CC)C(=CC(=C1)N)CC